ethyl 2-[3-[[5-[(5-bromo-1-tetrahydropyran-2-yl-indazol-4-yl)carbamoyl]thiazol-2-yl]amino]pyrazol-1-yl]acetate BrC=1C(=C2C=NN(C2=CC1)C1OCCCC1)NC(=O)C1=CN=C(S1)NC1=NN(C=C1)CC(=O)OCC